C(C)(C)(C)C1=NC(=NC(N1)=O)C=1SC=CC1 6-(tert-butyl)-4-(thiophen-2-yl)-1,3,5-triazin-2(1H)-one